C(C)(C)(C)OC(NC1=CC(=CC=C1)C1(CC(C1)(C)C#N)CC1=NN=C(N1C)S)=O (3-((1r,3r)-3-cyano-1-((5-mercapto-4-methyl-4H-1,2,4-triazol-3-yl)methyl)-3-methylcyclobutyl)phenyl)carbamic acid tert-butyl ester